N-(5-(3-fluoropiperidin-1-yl)-2-morpholinyloxazolo[4,5-b]pyridin-6-yl)-2-(2-methylpyridin-4-yl)oxazole-4-carboxamide FC1CN(CCC1)C1=C(C=C2C(=N1)N=C(O2)N2CCOCC2)NC(=O)C=2N=C(OC2)C2=CC(=NC=C2)C